1-(3-chloro-5'-fluoro-2'-hydroxy-3'-(5-(piperazin-1-yl)-6-(1H-pyrazol-5-yl)pyridin-3-yl)-[1,1'-biphenyl]-4-yl)-3-methylimidazolidin-2-one ClC=1C=C(C=CC1N1C(N(CC1)C)=O)C1=C(C(=CC(=C1)F)C=1C=NC(=C(C1)N1CCNCC1)C1=CC=NN1)O